(2-(4-methylpiperazin-1-yl)-4,5-dihydro-1H-imidazol-1-yl)propan-1-one CN1CCN(CC1)C=1N(CCN1)C(CC)=O